C[C@H](CCC(=O)NCCS(=O)(=O)O)[C@H]1CC[C@@H]2[C@@]1(CC[C@H]3[C@H]2CC[C@H]4[C@@]3(CC[C@H](C4)O)C)C The molecule is the bile acid taurine conjugate of lithocholic acid. It has a role as a human metabolite. It is a monocarboxylic acid amide and a bile acid taurine conjugate. It derives from a lithocholic acid. It is a conjugate acid of a taurolithocholate.